CC(C)C1=CC=CC=C1S(=O)(=O)N ISOPROPYLBENZENESULFONAMIDE